C(CC)SSCCC dipropyl disulphide